3-chloro-6-ethoxy-2-(2-hydroxy-4,6-dimethylphenyl)-2,5-dihydro-4H-pyrazolo[3,4-d]pyrimidin-4-one ClC=1N(N=C2N=C(NC(C21)=O)OCC)C2=C(C=C(C=C2C)C)O